FC=1C=CC(=NC1)[C@H]([C@@H](O)C1=NC=C(C=C1)F)N1C(C2=CC(=CC=C2C1)C=1OC(=NN1)C(F)F)=O 2-[(1r,2r)-1,2-bis(5-fluoropyridin-2-yl)-2-hydroxyethyl]-6-[5-(difluoromethyl)-1,3,4-oxadiazol-2-yl]-2,3-dihydro-1H-isoindol-1-one